C(CCC#C)OC(=O)C(CCC[C@H](N)C(=O)O)N 6-((pent-4-yn-1-yloxy)carbonyl)-L-lysine